NC=1C2=C(N=CN1)OC(=N2)C=2C=C(C=CC2)C#C[C@]2(C(N(CC2)C)=O)O (R)-3-((3-(7-amino-oxazolo[5,4-d]pyrimidin-2-yl)phenyl)ethynyl)-3-hydroxy-1-methylpyrrolidin-2-one